BrC=1C(=CC2=C(N(C(C(CS2)(C)CC)=O)C2=CC=CC=C2)C1)OC 7-bromo-3-ethyl-8-methoxy-3-methyl-5-phenyl-2,3-dihydro-1,5-benzothiazepine-4(5H)-one